(Z)-2-(4-(pyridin-3-yl)but-1-yn-1-yl)thiazole-5-carbaldehyde oxime hydrochloride Cl.N1=CC(=CC=C1)CCC#CC=1SC(=CN1)\C=N/O